BrC1=C(C=CC=C1)N1C2=CC=CC=C2C=2C=CC=CC12 N-(2-bromophenyl)carbazole